NCCC1=CC=C(C=C1)N(C)C 2-amino-1-(4-(dimethylamino)phenyl)ethane